2-phenyl-5-(trifluoromethyl)-1H-benzo[d]imidazole C1(=CC=CC=C1)C1=NC2=C(N1)C=CC(=C2)C(F)(F)F